D-theanine ethyl ester C(C)OC([C@H](N)CCC(=O)NCC)=O